tert-butyl (R)-4-(6-(((6-cyanopyridin-3-yl)methyl)carbamoyl)-5-hydroxy-1,7-naphthyridin-2-yl)-2-(hydroxymethyl)piperazine-1-carboxylate C(#N)C1=CC=C(C=N1)CNC(=O)C=1C(=C2C=CC(=NC2=CN1)N1C[C@@H](N(CC1)C(=O)OC(C)(C)C)CO)O